C(C1=CC=CC=C1)OC1=CC=C(OC2N(CC2)C2COCC2)C=C1 (4-(benzyloxy)phenoxy)-1-(tetrahydrofuran-3-yl)azetidine